1,3-bis(dimethylamino)-1,3-dimethyl-1,3-disilacyclobutane CN([Si]1(C[Si](C1)(C)N(C)C)C)C